4-chloro-3-[([1-[4-(2-cyclopropoxyphenyl)pyridin-3-yl]cyclopropyl]amino)methyl]benzene ClC1=C(C=CC=C1)CNC1(CC1)C=1C=NC=CC1C1=C(C=CC=C1)OC1CC1